glycylglycinyl-D-phenylalanyl-N-[(carboxymethoxy)methyl]glycinamide Methyl-2-(5-(3-cyano-4-fluorophenoxy)-6-fluoro-1-tosyl-1H-indol-4-yl)acetate CC(C(=O)O)C1=C2C=CN(C2=CC(=C1OC1=CC(=C(C=C1)F)C#N)F)S(=O)(=O)C1=CC=C(C)C=C1.NCC(=O)NCC(=O)N[C@H](CC1=CC=CC=C1)C(=O)NCC(=O)NCOCC(=O)O